ClC=1C=C2C(C(NC2=CC1)=O)=NN=C1SCC(N1C1=C(C=C(C=C1)C)C)=O 5-chloro-3-(2-(3-(2,4-dimethylphenyl)-4-oxothiazolidine-2-ylidene)hydrazono)indol-2-one